carbamic acid 4-butylcyclohexyl ester C(CCC)C1CCC(CC1)OC(N)=O